ClC1=CC=C(S1)CNC1=CC(=NN1C(C(C)(C)C)=O)C1NCCN(C1)C(=O)N1CCOCC1 1-(5-{[(5-chlorothiophen-2-yl)methyl]amino}-3-[4-(morpholine-4-carbonyl)piperazin-2-yl]-1H-pyrazol-1-yl)-2,2-dimethylpropan-1-one